3-((benzyloxy)methyl)-1-(2-chloro-7-fluoro-4-isopropylquinolin-6-yl)-4-ethyl-1H-1,2,4-triazole C(C1=CC=CC=C1)OCC1=NN(CN1CC)C=1C=C2C(=CC(=NC2=CC1F)Cl)C(C)C